(1S,2S)-N-(7-chloro-6-(1-((3R,4R)-4-hydroxy-3-methyltetrahydrofuran-3-yl)piperidin-4-yl)isoquinolin-3-yl)-2-(tetrahydro-2H-pyran-4-yl)cyclopropane-1-carboxamide ClC1=C(C=C2C=C(N=CC2=C1)NC(=O)[C@@H]1[C@@H](C1)C1CCOCC1)C1CCN(CC1)[C@@]1(COC[C@@H]1O)C